COC1=C(CNC2=NC=3C=C(C(=CC3C=3N2N=C(N3)C[C@@H](C)S(=O)(=O)C)F)OC)C=CC(=C1)OC |o1:20| (R or S)-N-(2,4-dimethoxybenzyl)-9-fluoro-8-methoxy-2-(2-(methylsulfonyl)propyl)-[1,2,4]triazolo[1,5-c]quinazolin-5-amine